C(#N)C1=CC=C(CN2C3=C(C(=C(CC2=O)C(=O)OC)O)C=CC=C3)C=C1 Methyl 1-(4-cyanobenzyl)-5-hydroxy-2-oxo-2,3-dihydro-1H-benzo[b]azepine-4-carboxylate